6-(6-chloro-4-{3,6-diazabicyclo[3.1.1]hept-3-yl}-8-fluoro-2-{[(2S)-1-methylpyrrolidin-2-yl]methoxy}quinazolin-7-yl)-4-methyl-5-(trifluoromethyl)pyridin-2-amine ClC=1C=C2C(=NC(=NC2=C(C1C1=C(C(=CC(=N1)N)C)C(F)(F)F)F)OC[C@H]1N(CCC1)C)N1CC2NC(C1)C2